(S)-N-(((S)-2,8-difluoro-1,2,3,5,6,7-hexahydro-s-indacen-4-yl)carbamoyl)-6,6-dimethyl-N'-trityl-6,7-dihydro-5H-pyrazolo[5,1-b][1,3]oxazine-3-sulfonimidamide F[C@@H]1CC2=C(C=3CCCC3C(=C2C1)NC(=O)N[S@@](=O)(=NC(C1=CC=CC=C1)(C1=CC=CC=C1)C1=CC=CC=C1)C=1C=NN2C1OCC(C2)(C)C)F